(2S,5R)-4-(6-aminopyridin-3-yl)-2,5-dimethylpiperazine-1-carboxylic acid tert-butyl ester C(C)(C)(C)OC(=O)N1[C@H](CN([C@@H](C1)C)C=1C=NC(=CC1)N)C